CC1=NOC(=C1C=1C=C2C(=NC(=NC2=CC1)N1CCN(CC1)CCN(C)C)N1C(CC1)C1=CC=CC=C1)C 2-(4-(6-(3,5-dimethylisoxazol-4-yl)-4-(2-phenylazetidin-1-yl)quinazolin-2-yl)piperazin-1-yl)-N,N-dimethylethylamine